lithio 7,7-dimethyl-4-{[(3S)-3-methylpiperidin-1-yl] methyl}-5H,6H-cyclopenta[b]pyridine-2-carboxylate CC1(CCC=2C1=NC(=CC2CN2C[C@H](CCC2)C)C(=O)O[Li])C